CC1=CC=C(C=C1)S(=O)(=O)OC=1C2=C(N=C(N1)OCC1(CC1)CN(C)C)CN(CC2)C2=CC(=CC1=CC=C(C(=C21)CC)F)OCOC 2-((1-((dimethylamino)methyl)cyclopropyl)methoxy)-7-(8-ethyl-7-fluoro-3-(methoxymethoxy)naphthalen-1-yl)-5,6,7,8-tetrahydropyrido[3,4-d]pyrimidin-4-yl 4-methylbenzenesulfonate